C(C(C)=C)N1CCOCC1 Methallylmorpholine